5,6-difluoro-1,3-indandione FC=1C=C2C(CC(C2=CC1F)=O)=O